ethyl 7-((benzyloxy)carbonyl)-1-(9H-fluoren-9-yl)-3,11-dioxo-2,14,17-trioxa-4,7,10-triazaicosan-20-oate C(C1=CC=CC=C1)OC(=O)N(CCNC(OCC1C2=CC=CC=C2C=2C=CC=CC12)=O)CCNC(CCOCCOCCC(=O)OCC)=O